CC1=C(C=CC(=C1)C2=NOC(=N2)C)C3=CC=C(C=C3)C(=O)NC4=CC(=C(C=C4)OC)OCCN(C)C.Cl N-[3-[3-(Dimethylamino)ethoxy]-4-methoxyphenyl]-2'-methyl-4'-(5-methyl-1,2,4-oxadiazol-3-yl)-[1,1'-biphenyl]-4-carboxamide hydrochloride